BrC1=CC=C(C=C1)C=1SC2=C(N1)C=CC=C2 2-(4-bromophenyl)benzo[D]thiazole